NC1C(CC(CC1)CC1CC(C(CC1)N)C)C 4-[(4-amino-3-methyl-cyclohexyl)methyl]-2-methyl-cyclohexanamine